ClC1=NC=CC(=C1NC(C1=C(C=C(C(=C1)F)N1N=C2COCCCN2C1=O)O[C@H](C(F)(F)F)C)=O)C N-(2-chloro-4-methylpyridin-3-yl)-5-fluoro-4-(3-oxo-6,7-dihydro-3H,5H-[1,2,4]triazolo[3,4-c][1,4]oxazepine-2(9H)-yl)-2-{[(2S)-1,1,1-trifluoropropan-2-yl]oxy}benzamide